(R)-4-((1S,6R)-5-((S)-2-(4-chlorophenyl)-3-(piperidin-4-ylamino)propionyl)-2,5-diazabicyclo[4.1.0]hept-2-yl)-5-methyl-5,8-dihydropyrido[2,3-d]pyrimidin-7(6H)-one ClC1=CC=C(C=C1)[C@H](C(=O)N1CCN([C@H]2C[C@@H]12)C=1C2=C(N=CN1)NC(C[C@H]2C)=O)CNC2CCNCC2